O=C1N(C(C=C1)=O)C1=CC(=C(C=C1)NC(C1=CC=CC=C1)=O)C N-(4-(2,5-dioxo-2,5-dihydro-1H-pyrrol-1-yl)-2-methylphenyl)benzamide